CC(CCC=1NC=CC1)CC(=O)O 3-methyl-4-carboxybutylpyrrol